FC(C(C)(O)C)(CC[C@@H](C)[C@H]1CC[C@H]2/C(/CCC[C@]12C)=C/CN1N=NN=C1C1=CC=C(C=C1)C(F)(F)F)F (6R)-3,3-Difluoro-6-[(1R,3aS,7aR,E)-4-{2-[5-(4-trifluoromethylphenyl)-1H-tetrazol-1-yl]ethylidene}-7a-methyloctahydro-1H-inden-1-yl]-2-methylheptan-2-ol